CC1=NC(=NC(=C1[N+](=O)[O-])C)N1CCOC(CC1)C1=CC=C(C=C1)F 4-(4,6-dimethyl-5-nitro-pyrimidin-2-yl)-7-(4-fluorophenyl)-1,4-oxazepane